C(C)N(CC1=CC(=CC=C1)S(=O)(=O)[O-])C1=CC=C(C=C1)[C+](C1=C(C=CC=C1)S(=O)(=O)[O-])C1=CC=C(C=C1)N(CC)CC1=CC(=CC=C1)S(=O)(=O)[O-].[Na+].[Na+] disodium 2-(bis{4-[N-ethyl-N-(3-sulfonatophenylmethyl)amino]phenyl}methyliumyl)benzenesulfonate